F[C@H]1[C@@H](CNC1)N(C1=CC(=C2CN(C(C2=C1)=O)C1=CC(=CC=C1)[C@@](C(C1=NN=CN1C)(F)F)(C)F)C(F)(F)F)C 6-(((3R,4R)-4-fluoropyrrolidin-3-yl)(methyl)amino)-2-(3-((R)-1,1,2-trifluoro-1-(4-methyl-4H-1,2,4-triazol-3-yl)propan-2-yl)phenyl)-4-(trifluoromethyl)isoindolin-1-one